COC(=O)C1=C(N(C2=CC=CC=C12)C(C)C1CC2C(CN(C2)CC(F)(F)F)C1)C 2-methyl-1-(1-(2-(2,2,2-trifluoroethyl)octahydrocyclopenta[c]pyrrol-5-yl)ethyl)-1H-indole-3-carboxylic acid methyl ester